rac-4-[(2R,4S)-4-({[1-(2,2-difluoro-1,3-benzodioxol-5-yl)cyclopropyl]carbonyl}amino)tetrahydro-2H-pyran-2-yl]benzoic acid FC1(OC2=C(O1)C=CC(=C2)C2(CC2)C(=O)N[C@@H]2C[C@@H](OCC2)C2=CC=C(C(=O)O)C=C2)F |r|